C1=CC2=C3C(=C1)C4=CC=CC5=C4C(=C(C=C5)S)C3=CC=C2 thioperylene